tert-butyl 2-(4-cyanophenyl)-5-(trifluoromethyl)-1H-imidazole-1-carboxylate C(#N)C1=CC=C(C=C1)C=1N(C(=CN1)C(F)(F)F)C(=O)OC(C)(C)C